Vinylbenzyl-Trimethylammonium Chloride [Cl-].C(=C)C[N+](C)(C)CC1=CC=CC=C1